4-(1-((3-(difluoromethyl)bicyclo[1.1.1]pentan-1-yl)methyl)-3-methyl-4-(trifluoromethyl)-1H-pyrazole-5-carboxamido)picolinamide FC(C12CC(C1)(C2)CN2N=C(C(=C2C(=O)NC2=CC(=NC=C2)C(=O)N)C(F)(F)F)C)F